6-(5-fluoropyridin-3-yl)-1H-pyrazolo[3,4-d]pyrimidin-4(5H)-one FC=1C=C(C=NC1)C=1NC(C2=C(N1)NN=C2)=O